ClC1=CC=2N(N=C1)C(=CN2)CC=2C=C1CCC(OC1=C(C2)OC)C=2C=NC(=CC2)OC 7-chloro-3-((8-methoxy-2-(6-methoxypyridin-3-yl)chroman-6-yl)methyl)imidazo[1,2-b]Pyridazine